NCC(=O)NC1=CC(=C(C=C1)COC1=C(C=C(C=C1)C1C=2C(NC(C1)=O)=NNC2)OC)C(F)(F)F 2-Amino-N-{4-[(2-methoxy-4-{6-oxo-2H,4H,5H,6H,7H-pyrazolo[3,4-b]pyridin-4-yl}phenoxy)methyl]-3-(trifluoromethyl)phenyl}acetamide